[C@@H]12CCC[C@@H](CC1)C2 (1R,5S)-bicyclo[3.2.1]octane